3-(5-(3-fluoro-4-(((S)-2-(3-methylisoxazol-5-yl)pyrrolidin-1-yl)methyl)pyridin-2-yl)-1-oxoisoindolin-2-yl)piperidine-2,6-dione FC=1C(=NC=CC1CN1[C@@H](CCC1)C1=CC(=NO1)C)C=1C=C2CN(C(C2=CC1)=O)C1C(NC(CC1)=O)=O